(R)-N-(8,9-difluoro-6-oxo-1,4,5,6-tetrahydro-2H-pyrano[3,4-c]isoquinolin-1-yl)-3-(4-fluorophenyl)-N-methyl-1H-pyrazole-5-carboxamide FC=1C(=CC=2C3=C(NC(C2C1)=O)COC[C@@H]3N(C(=O)C3=CC(=NN3)C3=CC=C(C=C3)F)C)F